7-methyl-2-(piperidin-1-yl)-9H-chromeno[2,3-d]thiazol-9-one CC1=CC=2C(C3=C(N=C(S3)N3CCCCC3)OC2C=C1)=O